C\C=C\CC trans-2-pentene